2-(3-(chloromethyl)phenyl)oxirane tert-butyl-4-(4-(3'-chloro-5-fluoro-2-methoxy-4'-(1-methyl-5-oxo-1H-1,2,4-triazol-4(5H)-yl)-[1,1'-biphenyl]-3-yl)pyridin-2-yl)piperazine-1-carboxylate C(C)(C)(C)OC(=O)N1CCN(CC1)C1=NC=CC(=C1)C=1C(=C(C=C(C1)F)C1=CC(=C(C=C1)N1C=NN(C1=O)C)Cl)OC.ClCC=1C=C(C=CC1)C1OC1